2-(1,3,5-triazin-2-yl)-2-azaspiro[3.4]octane N1=C(N=CN=C1)N1CC2(C1)CCCC2